2-chloro-4-[1-(trifluoromethyl)vinyl]pyrimidine ClC1=NC=CC(=N1)C(=C)C(F)(F)F